The molecule is a pyrrole-2,5-dicarboxylic acid having 7-chloroindol-3-yl groups at the 3- and 4-positions. It is a pyrroledicarboxylic acid and a chloroindole. It is a conjugate acid of a dichlorochromopyrrolate. C1=CC2=C(C(=C1)Cl)NC=C2C3=C(NC(=C3C4=CNC5=C4C=CC=C5Cl)C(=O)O)C(=O)O